2-(1-benzhydryl-azetidin-3-yl)-5-fluoro-1,2,3,4-tetrahydroisoquinoline C(C1=CC=CC=C1)(C1=CC=CC=C1)N1CC(C1)N1CC2=CC=CC(=C2CC1)F